4-bromobenzyl 4-methyl-1-naphthoate CC1=CC=C(C2=CC=CC=C12)C(=O)OCC1=CC=C(C=C1)Br